CC1=CC=C(C=C1)S(=O)(=O)OC1=CC2=CC=CC=C2C=C1 naphthalen-2-yl 4-methylbenzenesulfonate